Ethyl 2-(2-fluoro-4-((5-oxo-4-(4-(trifluoromethoxy)phenyl)-4,5-dihydro-1H-1,2,4-triazol-1-yl)methyl) phenoxy)-2-methylpropionate FC1=C(OC(C(=O)OCC)(C)C)C=CC(=C1)CN1N=CN(C1=O)C1=CC=C(C=C1)OC(F)(F)F